FC(C[C@@H](C(=O)NC1=NC=CC(=C1)C1=C(C2=NC=C(C=C2N1)C)C1=NC=CC=C1)C1=CC=C(C=C1)F)F (2R)-4,4-difluoro-2-(4-fluorophenyl)-N-{4-[6-methyl-3-(pyridin-2-yl)-1H-pyrrolo[3,2-b]pyridin-2-yl]pyridin-2-yl}butanamide